2-[6-amino-2-[4-(hydroxymethyl)cyclohexyl]-1,3-benzothiazol-5-yl]propan-2-ol NC1=CC2=C(N=C(S2)C2CCC(CC2)CO)C=C1C(C)(C)O